phenylalanyl-CoA N[C@@H](CC1=CC=CC=C1)C(=O)SCCNC(CCNC([C@@H](C(COP(OP(OC[C@@H]1[C@H]([C@H]([C@@H](O1)N1C=NC=2C(N)=NC=NC12)O)OP(=O)(O)O)(=O)O)(=O)O)(C)C)O)=O)=O